C(C=C)C1=C(C(=C(C(=C1C(=O)O)CC=C)C(=O)O)CC=C)C(=O)O.C(C1=CC(C(=O)OCC=C)=CC(C(=O)OCC=C)=C1)(=O)OCC=C triallyl trimesate [triallyl 1,3,5-benzenetricarboxylate]